6-(3-((E)-4,4-difluoro-4-(4-methoxypyridin-3-yl)but-2-enoyl)-3,8-diazabicyclo[3.2.1]octan-8-yl)nicotinonitrile FC(/C=C/C(=O)N1CC2CCC(C1)N2C2=NC=C(C#N)C=C2)(C=2C=NC=CC2OC)F